FC1(CC(CC1)C=1NC=CC1)F 2-(3,3-difluorocyclopentyl)-1H-pyrrole